tert-Butyl 4-chloro-2-[[3-[[7-(5-methyl-1,2,4-oxadiazol-3-yl)-1-isoquinolyl]amino]cyclobutanecarbonyl]amino]thiazole-5-carboxylate ClC=1N=C(SC1C(=O)OC(C)(C)C)NC(=O)C1CC(C1)NC1=NC=CC2=CC=C(C=C12)C1=NOC(=N1)C